N1C(NCCC1)=CC(=O)C1=CC=C(C=C1)C(F)(F)F 2-(tetrahydropyrimidine-2(1H)-ylidene)-1-(4-(trifluoromethyl)phenyl)ethan-1-one